tert-Butyl 4-[3-(4-bromo-3-hydroxy-2-thienyl)-3-oxopropionyl]-1-piperazinecarboxylate BrC=1C(=C(SC1)C(CC(=O)N1CCN(CC1)C(=O)OC(C)(C)C)=O)O